FC(S(=O)(=O)OC1C(N(C(CC1)=O)CC1=CC(=C(C=C1)C)C)=O)(F)F 1-(3,4-dimethylbenzyl)-2,6-dioxopiperidin-3-yl trifluoromethanesulfonate